4,4-bis(8-hydroxyoctyloxy)biphenyl OCCCCCCCCOC1(CC=C(C=C1)C1=CC=CC=C1)OCCCCCCCCO